FC1(CC(C1)(O)C1=CC=2C(=NC(=CC2)C=2C=CC(=C(/C=N/O)C2)O)S1)F (E)-5-(2-(3,3-difluoro-1-hydroxycyclobutyl)thieno[2,3-b]pyridin-6-yl)-2-hydroxybenzaldehyde oxime